[Na].CN(C1CC(C1)N(S(=O)(=O)NC(NC1=C2CCCC2=CC=2CCCC12)=O)C=1C=NN(C1)C)C 3-{[3-(Dimethylamino)cyclobutyl](1-methyl-1H-pyrazol-4-yl)sulfamoyl}-1-(1,2,3,5,6,7-hexahydro-s-indacen-4-yl)urea sodium salt